1-(3-(2,3-dihydrobenzo[b][1,4]dioxin-6-yl)-3-oxopropyl)-5-(4-fluorophenyl)pyridin-2(1H)-one O1C2=C(OCC1)C=C(C=C2)C(CCN2C(C=CC(=C2)C2=CC=C(C=C2)F)=O)=O